C(C)C(C(=O)N)(CCN)CC diethyl-4-aminobutyramide